1-(2,4-dihydroxyphenyl)-2-(4-hydroxyphenyl)ethan-1-one OC1=C(C=CC(=C1)O)C(CC1=CC=C(C=C1)O)=O